3,7-di(1H-indazol-5-yl)-8-methyl-10-(4-morpholinobutyl)-10H-benzo[b]pyrido[2,3-e][1,4]oxazine N1N=CC2=CC(=CC=C12)C1=CC2=C(N(C3=C(O2)C=C(C(=C3)C)C=3C=C2C=NNC2=CC3)CCCCN3CCOCC3)N=C1